2-(isobutyryloxy)phenyl 3-methylbenzoate CC=1C=C(C(=O)OC2=C(C=CC=C2)OC(C(C)C)=O)C=CC1